6-(2,6-dimethylphenyl)-4-(5-fluoro-2-hydroxyphenyl)-1-(4-methoxyphenyl)-3-(4-nitrophenyl)-5,6-dihydro-1H-pyrrolo[3,4-b]pyridine-2,7-dione CC1=C(C(=CC=C1)C)N1C(C=2N(C(C(=C(C2C1)C1=C(C=CC(=C1)F)O)C1=CC=C(C=C1)[N+](=O)[O-])=O)C1=CC=C(C=C1)OC)=O